C1(=CC=C(C=C1)C1(N(CCN(C1=O)C1=CC=C(C=C1)OC)C1=CC=C(C=C1)OC)C(=O)OCC)C1=CC=CC=C1 ethyl 2-([1,1'-biphenyl]-4-yl)-1,4-bis(4-methoxyphenyl)-3-oxopiperazine-2-carboxylate